C1(CCC1)C[C@@H](C(=O)O)N(C)C(=O)OCC1C2=CC=CC=C2C=2C=CC=CC12 (2S)-3-cyclobutyl-2-[9H-fluoren-9-ylmethoxycarbonyl-(methyl)amino]propionic acid